N-(3-fluorophenyl)-6-(1H-imidazol-1-yl)-5-(trifluoromethyl)picolinamide FC=1C=C(C=CC1)NC(C1=NC(=C(C=C1)C(F)(F)F)N1C=NC=C1)=O